C1(CC1)CN1CC2(C1)CC(C2)N2CCC(CC2)C2CCC=1N(C2)C=C(N1)C1=CC(=C(C=C1)OC)OC 6-(1-(2-(cyclopropylmethyl)-2-azaspiro[3.3]heptan-6-yl)piperidin-4-yl)-2-(3,4-dimethoxyphenyl)-5,6,7,8-tetrahydroimidazo[1,2-a]pyridine